2-amino-3-cyano-4-(3-furyl)-6-methyl-4H-pyran-5-carboxylic acid methyl ester COC(=O)C=1C(C(=C(OC1C)N)C#N)C1=COC=C1